C(C)(C)(CCC)OOC(C)(C)CCC Tert-Hexyl peroxide